DECADIEN-1-ONE C(C=CC=CCCCCC)=O